F[B-](F)(F)F.F[B-](F)(F)F.N12CCN(CC1)CC2 1,4-diazabicyclo[2.2.2]octane bis(tetrafluoroborate) salt